tertbutylperoxyisopropyl carbonate C(OC(C)(C)OOC(C)(C)C)([O-])=O